C1(CC1)C([C@@H](C=1OC2=C(N1)C=C(C=C2)CN2C(N[C@@H](C2)C(F)(F)F)=O)NC(=O)C2=CC=NN2C)C2CC2 N-((S)-2,2-dicyclopropyl-1-(5-(((S)-2-oxo-4-(trifluoromethyl)imidazolidin-1-yl)methyl)benzo[d]oxazol-2-yl)ethyl)-1-methyl-1H-pyrazole-5-carboxamide